C(C)(=O)N[C@H](C)C(=O)O N-Acetyl-D-alanin